[Na+].FC(C(=O)[O-])=C 2-fluoroacrylic acid sodium salt